3-bromo-3-acetyl-propanol BrC(CCO)C(C)=O